3-(3-(4-chloro-3-trifluoromethylphenyl)ureido)-N-(2-hydroxyethyl)-2,3,4,9-tetrahydro-1H-carbazole-6-carboxamide ClC1=C(C=C(C=C1)NC(NC1CCC=2NC3=CC=C(C=C3C2C1)C(=O)NCCO)=O)C(F)(F)F